C(C)(C)(C)C1=CC=C(C=C1)C=1C2=CC=C(N2)C(=C2C=CC(C(=C3C=CC(=C(C=4C=CC1N4)C4=CC=C(C=C4)C(C)(C)C)N3)C3=CC=C(C=C3)C(C)(C)C)=N2)C2=CC=C(C=C2)C(C)(C)C 5,10,15,20-tetra(4-t-butylphenyl)porphyrin